ClC=1C=CC(=C(C(=O)O)C1)C=1N=NN(N1)C 5-chloro-2-(2-methyl-2H-tetrazol-5-yl)benzoic acid